CS(=O)(=O)O[C@H]1C(=C([C@H]2OC(O[C@H]21)(C)C)COC(C2=CC=CC=C2)(C2=CC=CC=C2)C2=CC=CC=C2)F (3aR,4R,6aR)-5-fluoro-2,2-dimethyl-6-((trityloxy) methyl)-4,6a-dihydro-3aH-cyclopenta[d][1,3]Dioxol-4-yl methanesulfonate